C(C)(=O)NC1=CC(=C(C=N1)B(O)O)NC1=CC(=NC(=C1)C)C(C)(F)F (6-acetamido-4-((2-(1,1-difluoroethyl)-6-methylpyridin-4-yl)amino)pyridin-3-yl)boronic acid